S1C=CC=2C1=NC=C(C2)C2=CC1=C(OC3(CCN(CC3)C(=O)OC(C)(C)C)OC1)C=C2 tert-Butyl 6-thieno[2,3-b]pyridin-5-ylspiro[4H-1,3-benzodioxine-2,4'-piperidine]-1'-carboxylate